C1=CC=C2C(=C1)C(=CN2)CC(=O)NC(CCC(=O)N)C(=O)O The molecule is a N(2)-acylglutamine that has indol-3-ylacetyl as the acyl group. It has a role as a human urinary metabolite. It derives from an indole-3-acetic acid. It is a conjugate acid of a N-(indol-3-ylacetyl)glutaminate.